C(C)(=O)NC1=CC=C(CN2C(=NC3(C2=O)CN(CC3)C3=NC=NC=C3OC3=C(C(=O)N(C)C(C)C)C=C(C=C3)F)N)C=C1 2-((4-(3-(4-acetylaminobenzyl)-2-amino-4-oxo-1,3,7-triazaspiro[4.4]non-1-en-7-yl)pyrimidin-5-yl)oxy)-5-fluoro-N-isopropyl-N-methylbenzamide